[N+](=O)([O-])C=1C(=C2C(=NC1)N(C=C2)S(=O)(=O)C2=CC=CC=C2)C2(CCN(CC2)C(=O)OC(C)(C)C)C(=O)OC 1-(tert-butyl) 4-methyl 4-(5-nitro-1-(phenylsulfonyl)-1H-pyrrolo[2,3-b]pyridin-4-yl)piperidine-1,4-dicarboxylate